C(C)(C)(C)OC(NCC1=C2C(N(C(C2=CC=C1)=O)C1C(NC(CC1)=O)=O)=O)=O (2-(2,6-dioxo-piperidin-3-yl)-1,3-dioxo-2,3-dihydro-1H-isoindol-4-ylmethyl)-carbamic acid tert-butyl ester